5-chloropyridin-2-yl (3'R,5'S)-5'-fluoro-2-oxo[1,3'-bipiperidine]-1'-carboxylate F[C@H]1C[C@H](CN(C1)C(=O)OC1=NC=C(C=C1)Cl)N1C(CCCC1)=O